C(C1=CC=CC=C1)SC1=CC=C(C=C1)C(C([2H])([2H])[2H])=O 1-(4-benzylsulfanylphenyl)-2,2,2-trideuterio-ethanone